4-{2-[(2,2-difluorocyclopropyl)methoxy]-5-(pyrrolidin-1-ylsulfonyl)phenyl}-6-methyl-1,6-dihydro-7H-pyrrolo[2,3-c]pyridin-7-one FC1(C(C1)COC1=C(C=C(C=C1)S(=O)(=O)N1CCCC1)C=1C2=C(C(N(C1)C)=O)NC=C2)F